6-bromo-2,2-dimethyl-2H-benzo[b][1,4]oxazin-3(4H)-one BrC1=CC2=C(OC(C(N2)=O)(C)C)C=C1